NC1=NN=C(O1)CC(CCC1=CC=C(C=C1)F)=O 1-(5-amino-1,3,4-oxadiazol-2-yl)-4-(4-fluorophenyl)butan-2-one